(1S,3S)-3-((6-(3-(((butyl(methyl)carbamoyl)oxy)methyl)-5-chlorothiophen-2-yl)-2-methylpyridine-3-yl)oxy)cyclohexane-1-carboxylic acid C(CCC)N(C(=O)OCC1=C(SC(=C1)Cl)C1=CC=C(C(=N1)C)O[C@@H]1C[C@H](CCC1)C(=O)O)C